glycerylpyridine acetate C(C)(=O)O.C(C(O)CO)C1=NC=CC=C1